3,6-dioxa-4-methyl-7-octen CC(OCC)COC=C